NC1CCC(CC1)NC=1C=2N(N=CC1/C(/N)=N/C1=C(C=CC=C1)Cl)C=C(C2)C2=C(C=C(C=C2)OC)C (Z)-4-(((1r,4r)-4-aminocyclohexyl)amino)-N'-(2-chlorophenyl)-6-(4-methoxy-2-methylphenyl)pyrrolo[1,2-b]pyridazine-3-carboximidamide